ClC1=C(C(=CC(=C1)NC([C@@H](CO)C1=CC=C(C=C1)S(=O)(=O)CC)=O)Cl)C1=C(C=CC=C1)OC(F)(F)F |r| Racemic-N-(2,6-dichloro-2'-(trifluoromethoxy)-[1,1'-biphenyl]-4-yl)-2-(4-(ethylsulfonyl)phenyl)-3-hydroxypropionamide